CC1=CC(=NC(=C1C#N)O)C 4,6-dimethyl-2-hydroxynicotinonitrile